1-[3-[1-(difluoromethyl)-3,5-dimethyl-pyrazol-4-yl]pyrazolo[1,5-a]pyridin-5-yl]pyrazole-4-carboxylic acid FC(N1N=C(C(=C1C)C=1C=NN2C1C=C(C=C2)N2N=CC(=C2)C(=O)O)C)F